COC(C1=CC(=C(C(=C1)OC)NCC1CC(C1)(C)O)N)=O Methyl-3-amino-5-methoxy-4-({[(1R,3S)-3-hydroxy-3-methylcyclobutyl]methyl}amino)benzoate